FC1=C(C(=O)Cl)C(=CC(=C1)F)F 2,4,6-Trifluorobenzoyl chloride